(1r,2R,3S)-2,3-dimethylcyclopropane-1-carboxamide C[C@H]1C([C@H]1C)C(=O)N